IC1=CC=NN1CC1=CC(=NO1)C#N 5-((5-iodo-1H-pyrazol-1-yl)methyl)isoxazole-3-carbonitrile